CN(C1=CC=C(C=C1)C1=CC(C(=CN1C1=CC2=C(N=C(S2)C)C=C1)C(=O)O)=O)C 6-(4-(dimethylamino)phenyl)-1-(2-methylbenzo[d]thiazol-6-yl)-4-oxo-1,4-dihydropyridine-3-carboxylic acid